FC(OC1=CC=C(C=C1)SSC1=CC=C(C=C1)OC(F)(F)F)(F)F 1,2-bis(4-(trifluoromethoxy)phenyl)disulfane